C1(=CC=C(C=C1)OC=1C=NC2=CC=CC=C2C1)C 3-(p-tolyloxy)quinoline